4-((1-cyclopropyl-3-(tetrahydro-2H-pyran-4-yl)-1H-pyrazol-4-yl)oxy)-1H-pyrrolo[2,3-b]pyridine C1(CC1)N1N=C(C(=C1)OC1=C2C(=NC=C1)NC=C2)C2CCOCC2